CC=1SC(=CN1)N1CC2=CC=CC(=C2CC1)C1NCCC1 2-(2-methylthiazol-5-yl)-5-(pyrrolidin-2-yl)-1,2,3,4-tetrahydroisoquinoline